N1(C=CC2=CC=CC=C12)C(=O)C1CC[C@@H]2OCC[C@@H](C(N21)=O)NC([C@H](C)N(C(OC(C)(C)C)=O)C)=O tert-Butyl ((2S)-1-(((4S,9aS)-7-(1H-indole-1-carbonyl)-5-oxooctahydropyrrolo[2,1-b][1,3]oxazepin-4-yl)amino)-1-oxopropan-2-yl)(methyl)carbamate